2,6-dipropyl-1,4-phenylene ether C(CC)C1=C2C(=CC(=C1)O2)CCC